CC1(CCN(CC1)C(=O)N1N=C(C=C1)C(=O)O)N(CC1=CC(=C(C=C1)C(F)(F)F)N1CCCC1)C 1-(4-methyl-4-(methyl(3-(pyrrolidin-1-yl)-4-(trifluoromethyl)benzyl)amino)piperidine-1-carbonyl)-1H-pyrazole-3-carboxylic acid